FC(C(C)(C)O)(OC1=CC=C(C2=C1N=C(O2)N2CC1CCC(C2)N1C(=O)OC(C)(C)C)C=1OC=CN1)F tert-Butyl 3-(4-(1,1-difluoro-2-hydroxy-2-methylpropoxy)-7-(oxazol-2-yl)benzo[d]oxazol-2-yl)-3,8-diazabicyclo[3.2.1]octane-8-carboxylate